NC1=NC=CC2=C(C=CC=C12)NCC12N(CC(C1)(C2)COC2=CC(N(C=C2)C)=O)S(=O)(=O)CCC2=CC=CC=C2 4-((1-(((1-Aminoisoquinolin-5-yl)amino)methyl)-2-(phenethylsulfonyl)-2-azabicyclo[2.1.1]hexan-4-yl)methoxy)-1-methylpyridin-2(1H)-one